CS(=O)(=O)OC[C@H]1CN(CCCC1)C(=O)OC(C)(C)C tert-butyl (3R)-3-[(methanesulfonyloxy)methyl]azepane-1-carboxylate